HYDROXYMETHYLTRIETHOXYSILANE OC[Si](OCC)(OCC)OCC